COC(C1=C(C=CC(=C1)C(F)(F)F)NC1=C(C=C(C(=C1)F)F)C=O)=O ((4,5-difluoro-2-formylphenyl)amino)-5-(trifluoromethyl)-benzoic acid methyl ester